Tert-butyl (3R)-3-((2-(2,6-dioxopiperidin-3-yl)-1-oxoisoindolin-5-yl)methyl)-pyrrolidine-1-carboxylate O=C1NC(CCC1N1C(C2=CC=C(C=C2C1)C[C@H]1CN(CC1)C(=O)OC(C)(C)C)=O)=O